O1N=CCC1 4,5-dihydro-1,2-oxazol